C(C)(C)(C)OC(=O)N1CC(C1)([C@@H](C)NC(=O)C1=CC2=CC=CC(=C2C=C1)OC1=CC=C(C=C1)C(F)(F)F)O (R)-3-hydroxy-3-(1-(5-(4-(trifluoromethyl)phenoxy)-2-naphthamido)ethyl)azetidine-1-carboxylic acid tert-butyl ester